2-chloro-4-(8-(4-(4-((1-(2-(2,6-dioxopiperidin-3-yl)-1,3-dioxoisoindolin-5-yl)azetidin-3-yl)methyl)piperazine-1-carbonyl)phenyl)-2,8-diazaspiro[4.5]decan-2-yl)benzonitrile ClC1=C(C#N)C=CC(=C1)N1CC2(CC1)CCN(CC2)C2=CC=C(C=C2)C(=O)N2CCN(CC2)CC2CN(C2)C=2C=C1C(N(C(C1=CC2)=O)C2C(NC(CC2)=O)=O)=O